2-butyl-6-phenyl-N4-(p-tolyl)-1,3,5-triazine-2,4-diamine C(CCC)C1(NC(=NC(=N1)NC1=CC=C(C=C1)C)C1=CC=CC=C1)N